6-Amino-2-oxo-4-(4-(6-oxo-3-phenylpyridazin-1(6H)-yl)phenyl)-2H-[1,2'-bipyridine]-3,5-dicarbonitrile NC1=C(C(=C(C(N1C1=NC=CC=C1)=O)C#N)C1=CC=C(C=C1)N1N=C(C=CC1=O)C1=CC=CC=C1)C#N